(R)-9-(2-amino-2-oxoethoxy)-N-(1-(dimethylamino)propan-2-yl)-5,6-dimethyl-6H-pyrido[4,3-b]carbazole-1-carboxamide NC(COC1=CC=2C=3C=C4C(=C(C3N(C2C=C1)C)C)C=CN=C4C(=O)N[C@@H](CN(C)C)C)=O